C1N(CC12CNC2)CC2=C(C=C(C=C2OC)OC)C2=CN(C(C1=CN=CC=C21)=O)C 4-((2,6-diazaspiro[3.3]heptan-2-yl)methyl-3,5-dimethoxyphenyl)-2-methyl-2,7-naphthyridin-1(2H)-one